2-(dispiro[fluorene-9,9'-anthracene-10',9''-fluorene]-2'-yl)-4,4,5,5-tetramethyl-1,3,2-dioxaborolane C1=CC=CC=2C3=CC=CC=C3C3(C12)C=1C=CC(=CC1C1(C2=CC=CC=C23)C2=CC=CC=C2C=2C=CC=CC21)B2OC(C(O2)(C)C)(C)C